FC1=C(C=CC=C1)N1N=NC(=C1)[C@H](CC)N1C=C(C2=C1N=CN=C2N)C=2C(=NC=NC2)OC 7-{(1S)-1-[1-(2-fluorophenyl)-1H-1,2,3-triazol-4-yl]propyl}-5-(4-methoxypyrimidin-5-yl)-7H-pyrrolo[2,3-d]pyrimidin-4-amine